P(=O)(OCC#C)(OOCC(=C)C(F)(F)F)F propargyl (2-trifluoromethyl-2-propen-1-yloxy) fluorophosphate